2-amino-1'-[4-(3-cyano-1-piperidyl)-6-[[1-(morpholinomethyl)cyclopropyl]methoxy]-1,3,5-triazin-2-yl]spiro[5,6-dihydrocyclopenta[b]thiophene-4,3'-azetidine]-3-carbonitrile NC1=C(C2=C(S1)CCC21CN(C1)C1=NC(=NC(=N1)N1CC(CCC1)C#N)OCC1(CC1)CN1CCOCC1)C#N